COC(=O)C=1N=CN(C1)C1=NC(=NC=C1C)Cl 1-(2-chloro-5-methylpyrimidin-4-yl)-1H-imidazole-4-carboxylic acid methyl ester